BrC=1C(=CC(=NC1)C(=O)NCC1=CC=C(C=C1)S(NC=1C=CC(=C2C(=CNC12)C#N)C)(=O)=O)C 5-bromo-N-({4-[(3-cyano-4-methyl-1H-indol-7-yl)sulfamoyl]phenyl}methyl)-4-methylpyridine-2-carboxamide